6-(2-hydroxy-2-(3'-(trifluoromethyl)-[1,1'-biphenyl]-3-yl)acetyl)-2-(1-(5-phenylpyridin-3-yl)cyclopropyl)-3,5,6,7,8,9-hexahydro-4H-pyrimido[5,4-c]azepin-4-one OC(C(=O)N1CC2=C(CCC1)N=C(NC2=O)C2(CC2)C=2C=NC=C(C2)C2=CC=CC=C2)C=2C=C(C=CC2)C2=CC(=CC=C2)C(F)(F)F